ClC1=CC=C(S1)COC(CNC(CC1=CC(=CC=C1)C)=N)C N-[2-(5-chloro-2-thenyloxy)propyl]-m-methylphenylacetamidine